1-(3-bromobenzyl)-5-methyl-N-(3-pyridyl)-1H-pyrazole-3-carboxamide BrC=1C=C(CN2N=C(C=C2C)C(=O)NC=2C=NC=CC2)C=CC1